O=C1N(C(C2=CC=CC=C12)=O)C(CCC(=O)OC)C(=O)[O-] methyl 1,3-dioxoisoindole-2-glutarate